The molecule is a 1,2-diacyl-sn-glycero-3-phosphocholine where the two phosphatidyl acyl groups are specified as tetradecanoyl (myristoyl). It has a role as an antigen and a mouse metabolite. It is a 1,2-diacyl-sn-glycero-3-phosphocholine, a phosphatidylcholine 28:0 and a tetradecanoate ester. CCCCCCCCCCCCCC(=O)OC[C@H](COP(=O)([O-])OCC[N+](C)(C)C)OC(=O)CCCCCCCCCCCCC